6-Chloro-3-(3-chloropropyl)-1H-4,2,1-benzoxathiazin-2,2-dioxid ClC=1C=CC2=C(OC(S(N2)(=O)=O)CCCCl)C1